C(C)[Si](OC)(OC)C(C)C ethyl-isopropyl-dimethoxysilane